C1(=CC=C(C=C1)N=C=N)N=C=N p-PhenyleneBiscarbodiimide